(S)-3-(pyrimidin-5-yl)-3-(3-(2-(5,6,7,8-tetrahydro-1,8-naphthyridin-2-yl)ethyl)azetidine-1-carboxamido)propionic acid N1=CN=CC(=C1)[C@H](CC(=O)O)NC(=O)N1CC(C1)CCC1=NC=2NCCCC2C=C1